N1-(3-(4-amino-5-nitropyridin-3-yl)-5-fluorophenyl)-N2,N2-dimethylethane-1,2-diamine NC1=C(C=NC=C1[N+](=O)[O-])C=1C=C(C=C(C1)F)NCCN(C)C